1,3,5-tri[4-tertiary butyl-3-hydroxy-2,6-dimethylbenzyl]-1,3,5-triazine-2,4,6(1H,3H,5H)-trione C(C)(C)(C)C1=C(C(=C(CN2C(N(C(N(C2=O)CC2=C(C(=C(C=C2C)C(C)(C)C)O)C)=O)CC2=C(C(=C(C=C2C)C(C)(C)C)O)C)=O)C(=C1)C)C)O